FC=1C(=NC=CC1)CC(=O)O 2-(3-fluoropyridin-2-yl)acetic acid